1-Trifluoroacetylpseudouridine FC(C(=O)N1C=C([C@H]2[C@H](O)[C@H](O)[C@@H](CO)O2)C(NC1=O)=O)(F)F